C(C)(C)(C)OC(=O)N1C(C2=NC=C(C=C2C1)C=C)CO[Si](C)(C)C(C)(C)C 7-(((tert-butyldimethylsilyl)oxy)methyl)-3-vinyl-5,7-dihydro-6H-pyrrolo[3,4-B]pyridine-6-carboxylic acid tert-butyl ester